O=C1NC(CCC1N1C(C2=CC=C(C=C2C1)CNC(CCC(=O)NO)=O)=O)=O N1-((2-(2,6-dioxopiperidin-3-yl)-1-oxoisoindolin-5-yl)methyl)-N4-hydroxysuccinamide